tert-Butyl 2-fluoro-6-[1-[6-methyl-2-(1-methylindazol-6-yl)-4-oxo-chromen-8-yl]ethylamino]benzoate FC1=C(C(=O)OC(C)(C)C)C(=CC=C1)NC(C)C=1C=C(C=C2C(C=C(OC12)C1=CC=C2C=NN(C2=C1)C)=O)C